C[B-](C)(C)C.C[N+](C)(C)C tetramethylammonium tetramethylborate